2-(3,4-dimethoxyphenyl)-3-isopropyl-5-(piperidin-4-yl)-1H-indole COC=1C=C(C=CC1OC)C=1NC2=CC=C(C=C2C1C(C)C)C1CCNCC1